COC(=O)C(\C(=C\C)\C)C(=O)OC (E)-2-methyl-but-2-enedicarboxylic acid-dimethyl ester